C[C@@H]1N(CCN(C1)C1=NC=CC=N1)C(=O)OC(C)(C)C tert-butyl (S)-2-methyl-4-(pyrimidin-2-yl)piperazine-1-carboxylate